C1CC12N(CCNC2)C(=O)N 4,7-diazaspiro[2.5]octane-4-carboxamide